(2-amino-6-(4-(piperazin-1-yl)phenyl)imidazo[1,2-a]pyridin-3-yl)((1S,2S)-2-fluorocyclopropyl)methanone NC=1N=C2N(C=C(C=C2)C2=CC=C(C=C2)N2CCNCC2)C1C(=O)[C@H]1[C@H](C1)F